C1(=CC=C(C=C1)N1C=NN(C1=O)CC1=CC(=C(OC(C(=O)O)(C)C)C(=C1)C)C)C1=CC=CC=C1 2-(4-((4-([1,1'-biphenyl]-4-yl)-5-oxo-4,5-dihydro-1H-1,2,4-triazol-1-yl)methyl)-2,6-dimethylphenoxy)-2-methylpropanoic acid